2-(4-chlorophenoxy)nicotinic acid ClC1=CC=C(OC2=C(C(=O)O)C=CC=N2)C=C1